C1=NC=CC2=CC(=CC=C12)C1=CC=C(C=C1)CCCC(=O)NC=1C=NC=CC1 4-(4-(isoquinolin-6-yl)phenyl)-N-(pyridin-3-yl)butanamide